((S)-1-(((S)-1-hydroxy-3-((S)-2-oxopyrrolidin-3-yl)propan-2-yl)amino)-4-methyl-1-oxopentan-2-yl)carbamic acid 1-([1,1'-biphenyl]-3-yl)-1,1-difluoro-3-methylbutan-2-yl ester C1(=CC(=CC=C1)C(C(C(C)C)OC(N[C@H](C(=O)N[C@H](CO)C[C@H]1C(NCC1)=O)CC(C)C)=O)(F)F)C1=CC=CC=C1